FC=1C=C(C=CC1)C(CBr)=O m-fluoro-α-bromoacetophenone